bis[2-(2-aminoethoxy)ethyl] ether NCCOCCOCCOCCN